5-(3-fluoro-5-methylphenyl)pyridine FC=1C=C(C=C(C1)C)C=1C=CC=NC1